ClC=1C(=C(C=CC1)NC(=O)C1=CC(=CC=2NC(=NC21)CC)NC(=O)C2=C(C=CC=C2)C(F)(F)F)C N-(3-chloro-2-methylphenyl)-2-ethyl-6-({[2-(trifluoromethyl)phenyl]carbonyl}amino)-1H-benzimidazole-4-carboxamide